3-amino-N-[(6S)-2-[(3R,4S)-3-hydroxy-3-methyl-4-(methylamino)pyrrolidin-1-yl]-5,6,7,8-tetrahydroquinolin-6-yl]-6-methylthieno[2,3-b]pyridine-2-carboxamide NC1=C(SC2=NC(=CC=C21)C)C(=O)N[C@@H]2CC=1C=CC(=NC1CC2)N2C[C@@]([C@H](C2)NC)(C)O